C1(CC1)[C@@H]1N(CCC(C1)C1=CC2=C(N(C(=N2)C2=CC=C(C=C2)S(=O)(=O)C)C)C=C1F)C1CCNCC1 5-(r-cyclopropyl-[1,4'-bipiperidin]-4-yl)-6-fluoro-1-methyl-2-(4-(methylsulfonyl)phenyl)-1H-benzo[d]imidazole